N-(3-(7-(ethylsulfonyl)-2-methyl-2,3-dihydro-[1,4]dioxino[2,3-c]pyridin-5-yl)-1-methyl-1H-pyrrolo[2,3-c]pyridin-5-yl)acetamide C(C)S(=O)(=O)C1=CC2=C(C(=N1)C1=CN(C3=CN=C(C=C31)NC(C)=O)C)OCC(O2)C